C(C)(C)(C)OC(NC1CCCC=2C(=C(SC21)NC(=O)C2CC2)C(NCC2CC2)=O)=O.CN(CCC(=O)N)C2COC2 3-[methyl-(oxetan-3-yl)amino]Propionamide tert-Butyl-N-[2-(cyclopropanecarbonylamino)-3-(cyclopropylmethylcarbamoyl)-4,5,6,7-tetrahydrobenzothiophen-7-yl]carbamate